CN1C(NC=2C1=NC=C(C2)C2=CC(=CC=C2)C(F)(F)F)=O 3-methyl-6-(3-(trifluoromethyl)phenyl)-1,3-dihydro-2H-imidazo[4,5-b]pyridin-2-one